(S)-5-(2,4,5-trifluorophenyl)-1-(1-(6-ethoxy-5-methoxypyridin-2-yl)-2-(methylsulfonyl)ethyl)-3-methyl-1H-benzo[d]imidazol-2(3H)-one FC1=C(C=C(C(=C1)F)F)C1=CC2=C(N(C(N2C)=O)[C@H](CS(=O)(=O)C)C2=NC(=C(C=C2)OC)OCC)C=C1